C1C(CCC2CCCCC12)C(=O)O.C1C(CCC2CCCCC12)C(=O)O decahydro-beta-naphthoate (decahydro-beta-naphthyl formate)